COC1=CC=C(C=CC(=O)OC2=C(C=CC=C2)C)C=C1 2-Methylphenyl 4-methoxycinnamate